OCCCCN(CCCCCCCC(=O)OCCC12CCC(CC1)CC2)CCCCCCCC(OCCC(CCCCC)CCCCC)=O 2-(bicyclo[2.2.2]octan-1-yl)ethyl 8-((4-hydroxybutyl)(8-oxo-8-((3-pentyloctyl)oxy)octyl)amino)octanoate